2,4,6-trifluoro-N-[6-(1-methylpiperidine-4-carbonyl)-2-pyridyl]benzamide hydrochloride Cl.FC1=C(C(=O)NC2=NC(=CC=C2)C(=O)C2CCN(CC2)C)C(=CC(=C1)F)F